NNC=1C=2N=CN([C@H]3[C@H](O)[C@H](O)[C@@H](CO)O3)C2N=CN1 N6-aminoadenosine